(S)-Methyl 5-fluoro-4-(1-methyl-1H-1,2,4-triazol-3-yl)-2-((1,1,1-trifluoropropan-2-yl)oxy)benzoate FC=1C(=CC(=C(C(=O)OC)C1)O[C@H](C(F)(F)F)C)C1=NN(C=N1)C